NC1=NC=C2N(C(N(C2=N1)[C@@H]1O[C@@H]([C@@H]([C@H]1O)F)[C@H](CC)O)=O)CCSC 2-amino-9-((2r,3s,4r,5r)-4-fluoro-3-hydroxy-5-((S)-1-hydroxypropyl)tetrahydrofuran-2-yl)-7-(2-(methylthio)ethyl)-7,9-dihydro-8H-purin-8-one